C[C@H](C(=O)OCC(=O)[C@@]1(C(C=CC1)(C)C)C)CC (S)-2-(1,2,2-Trimethyl-3-cyclopentenyl)-2-oxoethyl (S)-2-methylbutyrate